4-Bromo-6-(trifluoromethyl)picolinaldehyde BrC1=CC(=NC(=C1)C(F)(F)F)C=O